C(C1=CC=CC=C1)OC1=C(N(N=C1C)CC)C1=NOC=N1 3-(4-benzyloxy-2-ethyl-5-methyl-pyrazol-3-yl)-1,2,4-oxadiazole